C(#N)C1=C2C(=CNC2=CC=C1)C[C@@H](C(=O)O)NC(=O)OCC1C2=CC=CC=C2C=2C=CC=CC12 (2S)-3-(4-cyano-1H-indol-3-yl)-2-({[(9H-fluoren-9-yl)methoxy]carbonyl}amino)propanoic acid